FC1(CC(C1)C(O)C1=CC(=CC(=C1)F)F)F (3,3-difluorocyclobutyl)(3,5-difluorophenyl)methanol